O=S1(CCN(CC1)CC(=O)NCC1=CC(=NC=C1)OCC(F)(F)F)=O 2-(1,1-Dioxidothiomorpholino)-N-((2-(2,2,2-trifluoroethoxy)pyridin-4-yl)methyl)acetamide